CNCCN N,N'-methylethylenediamine